FC1=C(C(=CC(=C1)CN1CCOCC1)O)N1CC(NS1(=O)=O)=O 5-(2-fluoro-6-hydroxy-4-(morpholinomethyl)phenyl)-1,2,5-thiadiazolidin-3-one 1,1-dioxide